CC1=NN2C(N(C([C@@H](CC2)NC(=O)C2=NN=C(N2)CC2=CC=C(C=C2)F)=O)C)=C1 (R)-N-(2,4-dimethyl-5-oxo-5,6,7,8-tetrahydro-4H-pyrazolo[1,5-a][1,3]diazepin-6-yl)-5-(4-fluorobenzyl)-4H-1,2,4-triazole-3-carboxamide